(R)-4-(2-(4-chloro-2-fluorophenyl)-2-methylbenzo[d][1,3]dioxol-4-yl)piperidine 4-methylbenzenesulfonate CC1=CC=C(C=C1)S(=O)(=O)O.ClC1=CC(=C(C=C1)[C@]1(OC2=C(O1)C=CC=C2C2CCNCC2)C)F